(4S,4'S)-4,4'-((E)-but-2-ene-1,4-diyl)bis(2-(1-ethyl-3-methyl-1H-pyrazole-5-carboxamido)-6-(3-methoxypropyl)-5,6-dihydro-4H-imidazo[1,5,4-de]Quinoxaline-8-carboxamide) C(\C=C\C[C@H]1CN(C=2C=C(C=C3C2N1C(=N3)NC(=O)C3=CC(=NN3CC)C)C(=O)N)CCCOC)[C@H]3CN(C=1C=C(C=C2C1N3C(=N2)NC(=O)C2=CC(=NN2CC)C)C(=O)N)CCCOC